methyl 1H-indole-4-carboxylate N1C=CC=2C(=CC=CC12)C(=O)OC